Methyl 3α-acetoxy-7α,12α-di[(4-nitrophenylaminocarbonyl)amino]-5β-cholan-24-oate C(C)(=O)O[C@H]1C[C@H]2C[C@H]([C@H]3[C@@H]4CC[C@H]([C@@H](CCC(=O)OC)C)[C@]4([C@H](C[C@@H]3[C@]2(CC1)C)NC(=O)NC1=CC=C(C=C1)[N+](=O)[O-])C)NC(=O)NC1=CC=C(C=C1)[N+](=O)[O-]